C(CC)O[SiH](OCCC)OCCC Tripropoxysilane